COC=1C=C(C(=O)C(C(=O)OCC)C(=O)OCC)C=CC1[N+](=O)[O-] Diethyl 2-(3-Methoxy-4-nitrobenzoyl)malonate